OC1=C(C=C(C(=C1C)O)C)C(\C=C\C=C\C)=O (2e,4e)-1-(2,4-dihydroxy-3,5-dimethylphenyl)hex-2,4-dien-1-one